(+/-)-(2R,6R)-2,6-dimethyl-4-((3-(methylcarbamoyl)-7-(trifluoromethyl)thieno[3,2-b]pyridin-5-yl)oxy)piperidine-1-carboxylic acid C[C@H]1N([C@@H](CC(C1)OC1=CC(=C2C(=N1)C(=CS2)C(NC)=O)C(F)(F)F)C)C(=O)O